BrC1=C(C=C(C=C1OC)OC)C=1C(=C(C(N(N1)C)=O)C)C1=C(C=C(C=C1)F)Cl 6-(2-bromo-3,5-dimethoxyphenyl)-5-(2-chloro-4-fluorophenyl)-2,4-dimethyl-3(2H)-pyridazinone